6-(4-chloro-1-(4-isopropylbenzyl)-1H-indazole-7-carboxamido)spiro[3.3]heptane ClC1=C2C=NN(C2=C(C=C1)C(=O)NC1CC2(CCC2)C1)CC1=CC=C(C=C1)C(C)C